5-chloro-4-(3-((2-fluorophenoxy)methyl)-6,7-dihydro-5H-pyrrolo[1,2-a][1,2,4]triazolo[3,4-c][1,4]diazepin-10-yl)-N-(1-methyl-1H-pyrazol-5-yl)pyrimidin-2-amine ClC=1C(=NC(=NC1)NC1=CC=NN1C)C=1C=C2N(CCCN3C2=NN=C3COC3=C(C=CC=C3)F)C1